FC1(CCN(CC1)C(=O)OC(C)(C)C)C(=O)NN tert-Butyl 4-fluoro-4-(hydrazinecarbonyl)piperidine-1-carboxylate